BrC1=CC(=C(C=C1)NC=1C=NC=C(C1P(=O)(C)C)Cl)Cl N-(4-Bromo-2-chlorophenyl)-5-chloro-4-(dimethylphosphoryl)pyridin-3-amine